4,4'-bipyridineethanol Tert-butyl-3-(4-(8-bromo-3-(methoxycarbonyl)-6,7-dihydro-5H-benzo[7]annulen-9-yl)benzylidene)azetidine-1-carboxylate C(C)(C)(C)C1N(CC1=CC1=CC=C(C=C1)C1=C(CCCC2=C1C=CC(=C2)C(=O)OC)Br)C(=O)OCCC2=NC=CC(=C2)C2=CC=NC=C2